OCCCNC(=O)NCCO N-hydroxypropyl-N'-hydroxyethyl-urea